(1R,4s)-4-(8-(4-chloro-2,6-difluorophenylamino)-2-((S)-tetrahydrofuran-3-ylamino)-9H-purin-9-yl)cyclohexanecarboxamide ClC1=CC(=C(C(=C1)F)NC=1N(C2=NC(=NC=C2N1)N[C@@H]1COCC1)C1CCC(CC1)C(=O)N)F